iron(II) oxide [O-2].[Fe+2]